C12CN(CC(O1)C2)S(=O)(=O)C2=CC(=C(NCC#C)C=C2)OC 4-((6-oxa-3-azabicyclo[3.1.1]heptan-3-yl)sulfonyl)-2-methoxy-N-(prop-2-yn-1-yl)aniline